NC1=C(C(=NN1C(C(F)(F)F)C)C1=CC=C(C2=C1NC(N2)=O)CNC(C2=C(C=CC(=C2)F)OC)=O)C#N N-((7-(5-amino-4-cyano-1-(1,1,1-trifluoropropan-2-yl)-1H-pyrazol-3-yl)-2-oxo-2,3-dihydro-1H-benzo[d]imidazol-4-yl)methyl)-5-fluoro-2-methoxybenzamide